3,3'-(1,1,3,3-tetrapropoxydisiloxane-1,3-diyl)bis(N,N-dipropylpropane-1-amine) C(CC)O[Si](O[Si](OCCC)(OCCC)CCCN(CCC)CCC)(OCCC)CCCN(CCC)CCC